C(C)(=O)N1CCC(CC1)N1CC(C1)N1N=C(C(=C1)NC(C1=NC(=CC=C1)C=1C=NN(C1)C1(CCC1)CO)=O)C(F)F N-(1-(1-(1-acetylpiperidin-4-yl)azetidin-3-yl)-3-(difluoromethyl)-1H-pyrazol-4-yl)-6-(1-(1-(hydroxymethyl)cyclobutyl)-1H-pyrazol-4-yl)-2-picolinamide